FC=1C(=NC(=NC1)N[C@H]1C[C@H](CCC1)C(=O)O)C1=CC(=CC=C1)C1COC1 cis-3-((5-fluoro-4-(3-(oxetan-3-yl)phenyl)pyrimidin-2-yl)amino)cyclohexane-1-carboxylic acid